(3,5-difluoro-2-isopropoxyphenyl)methylamine FC=1C(=C(C=C(C1)F)CN)OC(C)C